2-((S)-2,6-diaminohexanamido)-3-(3-fluorophenyl)propanoic acid N[C@H](C(=O)NC(C(=O)O)CC1=CC(=CC=C1)F)CCCCN